2-(1-(4-methoxyphenyl)isoindoline-2-carbonyl)-3-(thiazol-2-yl)acrylonitrile COC1=CC=C(C=C1)C1N(CC2=CC=CC=C12)C(=O)C(C#N)=CC=1SC=CN1